NC1=NC=C(C=C1C(=O)O)C1=CC2=C(C(=CC=C2C=C1)OC)NCC(=C)C#N 2-amino-5-[8-(2-cyanoallylamino)-7-methoxy-2-naphthyl]pyridine-3-carboxylic acid